NC=1C=CC=C2C(=NN(C12)C)N1C(NC(CC1)=O)=O 1-(7-amino-1-methyl-1H-indazol-3-yl)dihydropyrimidine-2,4(1H)-dione